C(C)[C@@H]1CN(C[C@@H]1C1=CN=C2N1C1=C(N=C2)N(C=C1)C(C(C)C1=CC=C(C=C1)CC(C)C)=O)C(=O)NCC(F)(F)F (3S,4R)-3-ethyl-4-(3-(2-(4-isobutylphenyl)propanoyl)-3H-imidazo[1,2-a]pyrrolo[2,3-e]pyrazin-8-yl)-N-(2,2,2-trifluoroethyl)pyrrolidine-1-carboxamide